8-Chloro-7-((4-cyano-2-fluorobenzyl)oxy)-3,4-dihydroisoquinoline-2(1H)-carboxylic acid tert-butyl ester C(C)(C)(C)OC(=O)N1CC2=C(C(=CC=C2CC1)OCC1=C(C=C(C=C1)C#N)F)Cl